C(C1=CC=CC=C1)(C1=CC=CC=C1)(C1=CC=CC=C1)OCCOCCOCCOCCOCC(=O)OC(CCCCCCCCCCCC)C(COCCCCCCCC\C=C/CCCCCCCC)OCCCCCCCC\C=C/CCCCCCCC 1-[1,2-bis[(Z)-octadec-9-enoxy]ethyl]tridecyl 2-[2-[2-[2-(2-trityloxyethoxy)ethoxy]ethoxy]ethoxy]acetate